C[C@]12COC[C@](CC(C1)N(C1=CC=C(N=N1)C1=C(C=C(C=C1)C=1C=NNC1)O)C)(N2)C 2-(6-(((1R,5S,7r)-1,5-dimethyl-3-oxa-9-azabicyclo[3.3.1]nonan-7-yl)(methyl)amino)pyridazin-3-yl)-5-(1H-pyrazol-4-yl)phenol